C12COCC(CN(C1)CC1=CC=C(C=N1)C1=NC(=C(C=C1)NC(=O)C=1C(=NOC1C)C1=CC=CC=C1)OC)C2 (6'-((3-oxa-7-azabicyclo[3.3.1]non-7-yl)methyl)-6-methoxy-[2,3'-bipyridin]-5-yl)-5-methyl-3-phenylisoxazole-4-carboxamide